C(#N)C=1C=C2[C@@H]([C@H]([C@@H](NC2=CC1)C1CC1)C)NC(OCC1=CC=CC=C1)=O benzyl ((2S,3S,4R)-6-cyano-2-cyclopropyl-3-methyl-1,2,3,4-tetrahydroquinolin-4-yl)carbamate